BrC=1C(N(C=NC1C(C)(F)F)CC1=CC=C(C=C1)OC)=O 5-Bromo-6-(1,1-difluoroethyl)-3-(4-methoxybenzyl)pyrimidin-4(3H)-one